Cadmium-Sulfide [S-2].[Cd+2]